BrC1=CC=C2N1N=CC(=C2)C#N 7-Bromopyrrolo[1,2-b]pyridazine-3-carbonitrile